C(#N)C=1C=C(C=CC1)[C@@H]1N(OCC1)C1=CC(=NC=N1)NC=1C(=CC(=C(C1)NC(C=C)=O)N1C[C@H]2N(CC[C@H]2C1)C)OC N-(5-((6-((R)-3-(3-cyanophenyl)isoxazolidine-2-yl)pyrimidine-4-yl)amino)-4-methoxy-2-((3aS,6aS)-1-methylhexahydro-pyrrolo[3,4-b]pyrrole-5(1H)-yl)phenyl)acrylamide